4,4'-[1-{4-[1-(3-fluoro-4-hydroxyphenyl)-1-methylethyl]phenyl}ethylene]bis(2-fluorophenol) FC=1C=C(C=CC1O)C(C)(C)C1=CC=C(C=C1)C(CC1=CC(=C(C=C1)O)F)C1=CC(=C(C=C1)O)F